C[S+](C1=C(C=CC=C1)C(=O)OC)C Dimethyl-(o-methoxycarbonylphenyl)sulfonium